C(C)(C)(C)OC(=O)\N=C(/N1CN(C(N(C1)C)=O)C)\NC(OC(C)(C)C)=O tert-Butyl (Z)-(((tert-butoxycarbonyl)imino)(3,5-dimethyl-4-oxo-1,3,5-triazinan-1-yl)methyl)carbamate